6,7-dimethyl-2-((2S)-2-(1-methyl-1H-pyrazol-4-yl)-4-morpholinyl)-4-(trans-4-(trifluoromethyl)cyclohexyl)pteridine CC=1N=C2C(=NC(=NC2=NC1C)N1C[C@@H](OCC1)C=1C=NN(C1)C)[C@@H]1CC[C@H](CC1)C(F)(F)F